FC1=C(C=C(C=C1)NC(=O)C1=CSC=2CN(CCC21)CC=2C=NC=NC2)OC(F)(F)F N-(4-fluoro-3-(trifluoromethoxy)phenyl)-6-(pyrimidin-5-ylmethyl)-4,5,6,7-tetrahydrothieno[2,3-c]pyridine-3-carboxamide